2-(5-(azetidin-1-yl)-1H-1,2,3-triazol-1-yl)acetic acid N1(CCC1)C1=CN=NN1CC(=O)O